OC1CN(CC1)C(\C=C\C1=C(N=C2N1C=CC=C2)C2=CC=CC=C2)=O (E)-1-(3-hydroxypyrrolidin-1-yl)-3-(2-phenylimidazo[1,2-a]pyridin-3-yl)prop-2-en-1-one